CC1=C(C=2N(C=C1C1=C(C=3C(=CN=C(C3F)N3[C@@H](CN(CC3)CC(=O)N(C)C)C)N1)C(C)C)N=CN2)C (R)-2-(4-(2-(7,8-dimethyl-[1,2,4]triazolo[1,5-a]pyridin-6-yl)-4-fluoro-3-isopropyl-1H-pyrrolo[2,3-c]pyridin-5-yl)-3-methylpiperazin-1-yl)-N,N-dimethylacetamide